arginine-d N[C@@H](CCCNC(N)=N)C(=O)O[2H]